BrC1=CC=C(C=N1)C(CCC1CC1)=O 1-(6-bromopyridin-3-yl)-3-cyclopropylpropan-1-one